tert-butyl (S)-3-(iodomethyl)pyrrolidine-1-carboxylate IC[C@@H]1CN(CC1)C(=O)OC(C)(C)C